2,6-dichloro-3,5-difluoro-4-methoxymethylbenzyl (1RS)-cis-3-[(Z)-2-chloro-3,3,3-trifluoro-1-propenyl]-2,2-dimethylcyclopropanecarboxylate Cl\C(=C/[C@@H]1C([C@@H]1C(=O)OCC1=C(C(=C(C(=C1Cl)F)COC)F)Cl)(C)C)\C(F)(F)F